1-(pyridin-4-ylmethyl)piperazin-2-ylacetate N1=CC=C(C=C1)CN1C(CNCC1)CC(=O)[O-]